CN1N=C2C=CC(=CC2=C1)C=1C(=C(C=CC1)O)C=1N=NC(=CC1)C1CN(C1)C1COCC1 (2-methyl-2H-indazol-5-yl)-2-{6-[1-(oxolan-3-yl)azetidin-3-yl]pyridazin-3-yl}phenol